(2-hydroxyethyl)sulfonamide OCCS(=O)(=O)N